BrC1=CC=CC=2OC3=C(C21)C=CC(=C3)I Bromo-7-iododibenzo[b,d]furan